C(C1=CC=CC=C1)N(C(C[C@H]1C(N([C@@H](S1)CCCCCCC)CCCCC1=CC=C(C(=O)O)C=C1)=O)=O)CC1=CC=CC=C1 4-[4-[(2S,5S)-5-[2-(dibenzylamino)-2-oxoethyl]-2-heptyl-4-oxo-1,3-thiazolidin-3-yl]butyl]benzoic acid